2-[2-methoxy-5-(trifluoromethyl)pyridin-4-yl]propanoic acid COC1=NC=C(C(=C1)C(C(=O)O)C)C(F)(F)F